N-[(6-Amino-2-pyridyl)sulfonyl]-2-(6-isopropoxy-3-pyridyl)-6-[(4R)-2,2,4-trimethylpyrrolidin-1-yl]pyridin-3-carboxamid NC1=CC=CC(=N1)S(=O)(=O)NC(=O)C=1C(=NC(=CC1)N1C(C[C@H](C1)C)(C)C)C=1C=NC(=CC1)OC(C)C